(4-methoxyphenyl)-2-oxo-cyclopentanecarboxamide COC1=CC=C(C=C1)C1(C(CCC1)=O)C(=O)N